4-(4-dimethylaminostyryl)picoline 2-naphthalenesulfonate C1=C(C=CC2=CC=CC=C12)S(=O)(=O)O.CN(C1=CC=C(C=CC2=CC(=NC=C2)C)C=C1)C